3-(3-(1-(1-(5-((4,6-difluoro-1H-indol-5-yl)oxy)-2-fluorophenyl)-5-oxo-4,5-dihydro-1H-pyrazol-3-yl)ethyl)-2-fluorophenyl)propanoic acid FC1=C2C=CNC2=CC(=C1OC=1C=CC(=C(C1)N1N=C(CC1=O)C(C)C=1C(=C(C=CC1)CCC(=O)O)F)F)F